C(C)(C)(C)C1=NC(=NO1)C(=O)NCC1=NC=C(C=C1)C=1C=2N(C=C(N1)C=1C=NN(C1)C)N=CC2 5-(tert-butyl)-N-((5-(6-(1-methyl-1H-pyrazol-4-yl)pyrazolo[1,5-a]pyrazin-4-yl)pyridin-2-yl)methyl)-1,2,4-oxadiazole-3-carboxamide